((R)-3-(3,5-difluorophenyl)isoxazolidin-2-yl)((3R,4S)-3-fluoro-1-(6-((S)-methylsulfinyl)pyrimidin-4-yl)piperidin-4-yl)methanone FC=1C=C(C=C(C1)F)[C@@H]1N(OCC1)C(=O)[C@H]1[C@H](CN(CC1)C1=NC=NC(=C1)[S@@](=O)C)F